ClC=1C(=CC(=C(C1)S(=O)(=O)N(C=1SC=CN1)CC1=C(C=C(C=C1)OC)OC)F)NC(CC)C1=CC=2CCCCC2C=C1 5-chloro-N-(2,4-dimethoxybenzyl)-2-fluoro-4-((1-(5,6,7,8-tetrahydronaphthalen-2-yl)propyl)amino)-N-(thiazol-2-yl)benzenesulfonamide